N-[(3R)-1-{5-[3-(2-chloro-6-fluorophenyl)-5-methylpyridin-2-yl]-4,5-dihydro-1,2-oxazol-3-yl}-4,4-difluoropyrrolidin-3-yl]methanesulfonamide ClC1=C(C(=CC=C1)F)C=1C(=NC=C(C1)C)C1CC(=NO1)N1C[C@H](C(C1)(F)F)NS(=O)(=O)C